ClC1=CC(=C(O[C@H](C(=O)[O-])C)C=C1)C1CC1.[Na+] sodium (S)-(4-chloro-2-cyclopropylphenoxy)propanoate